(S)-morpholine-2-carboxylic acid methyl ester COC(=O)[C@@H]1CNCCO1